tricopper iridium [Ir].[Cu].[Cu].[Cu]